tert-Butyl 2-(5-amino-3-bromo-1H-pyrazol-1-yl)acetate NC1=CC(=NN1CC(=O)OC(C)(C)C)Br